(S)-3-(4-fluoro-2',6'-dimethyl-5-(trifluoromethyl)-[1,1'-biphenyl]-3-yl)-3-((S)-2-(5-(2-(3-fluoroacrid-1-yl)ethyl)-3-methyl-2-oxopyrazin-1(2H)-yl)-4-methylpentanamido)propanoic acid FC1=C(C=C(C=C1C(F)(F)F)C1=C(C=CC=C1C)C)[C@H](CC(=O)O)NC([C@H](CC(C)C)N1C(C(=NC(=C1)CCC1=CC(=CC2=NC3=CC=CC=C3C=C12)F)C)=O)=O